CC1(CC=C(CC1)CCC1OC(C(O1)C)C)C 2-(2-(4,4-dimethylcyclohex-1-en-1-yl)ethyl)-4,5-dimethyl-1,3-dioxolane